F[C@@H]1CC2=CC(CN2C1)F (2R)-2,6-difluoro-tetrahydro-1H-pyrrolizine